3-(N-methylpiperazino)propane CN1CCN(CC1)CCC